CC1(CC1)C1N(C2=CC(=CC=C2C1)S(=O)(=O)N)C(CN1C(N(CC1)C)=O)=O (1-methylcyclopropyl)-1-[2-(3-methyl-2-oxoimidazolidin-1-yl)acetyl]indoline-6-sulfonamide